1-(5-tert-butyl-isoxazol-3-yl)-3-{4-[5-(2-methoxy-ethoxy)-benzoimidazol-1-yl]-phenyl}-urea C(C)(C)(C)C1=CC(=NO1)NC(=O)NC1=CC=C(C=C1)N1C=NC2=C1C=CC(=C2)OCCOC